N'-{5-Bromo-6-[(1S)-1-(3,5-difluorophenyl)ethoxy]-2-methylpyridin-3-yl}-N-ethyl-N-methylimidoformamide BrC=1C=C(C(=NC1O[C@@H](C)C1=CC(=CC(=C1)F)F)C)N=CN(C)CC